CC(C)(C)[O-].[K+].C1(CC1)N1C=C(C=2N=C(N=CC21)SCC=2C=CC(=C(C2)CC(=O)O)F)N2CC(C(C2)(F)F)(F)F 2-(5-(((5-cyclopropyl-7-(3,3,4,4-tetrafluoropyrrolidin-1-yl)-5H-pyrrolo[3,2-d]pyrimidin-2-yl)thio)methyl)-2-fluorophenyl)acetic acid Potassium tert-butoxide